C[Sn](C)(C)N[Si](C)(C)C.[Li] lithium trimethylstannyl-(trimethylsilyl)amine